C(C)(C)(C)OC(=O)C1CN(C1)C1CCN(CC1)C(=O)OCC1=CC=CC=C1 benzyl 4-{3-[(tert-butoxy)carbonyl]azetidin-1-yl}piperidine-1-carboxylate